CC1=C(C=CC(=N1)N)\C=C\C1=CC=CC=C1 (E)-6-methyl-5-styrylpyridin-2-amine